4-[(3S)-3-amino-3-methylpyrrolidin-1-yl]-N-(cyclopropylmethyl)-5-(4-methyl-1H-1,3-benzodiazol-2-yl)pyridine-3-carboxamide N[C@@]1(CN(CC1)C1=C(C=NC=C1C1=NC2=C(N1)C=CC=C2C)C(=O)NCC2CC2)C